N=1C=NN2C1C=C(C=C2)OC2=CC(=C(C=C2C)NC2=NC=NC1=CC(=C(C=C21)[N+](=O)[O-])OC)OC N-(4-([1,2,4]triazolo[1,5-a]pyridin-7-yloxy)-2-methoxy-5-methylphenyl)-7-methoxy-6-nitroquinazolin-4-amine